1-N'-(4-fluorophenyl)-1-N-[4-[7-methoxy-6-[(1-methylazetidin-3-yl)carbamoyl]quinolin-4-yl]oxyphenyl]cyclopropane-1,1-dicarboxamide FC1=CC=C(C=C1)NC(=O)C1(CC1)C(=O)NC1=CC=C(C=C1)OC1=CC=NC2=CC(=C(C=C12)C(NC1CN(C1)C)=O)OC